6-ETHYLPYRIDINE-2-BORONIC ACID C(C)C1=CC=CC(=N1)B(O)O